ClC=1C=C2C=C(NC2=CC1C1=NC(=C(C=C1)OC)F)CNC(=O)C1C(C1)OC N-{[5-chloro-6-(6-fluoro-5-methoxy-2-pyridyl)-2-indolyl]methyl}2-methoxycyclopropanecarboxamide